ClC=1C=C(C=CC1)C1(CC(C1)O)C(=O)OCCCC butyl 1-(3-chlorophenyl)-3-hydroxycyclobutane-1-carboxylate